C(C)(C)(C)C1=NC=C(C=N1)C=1C=CC=C2C(=C(N(C(C12)=O)C1=CC=CC=C1)[C@H](C)NC=1C2=C(N=CN1)NC=CC2=O)Cl (S)-4-((1-(8-(2-(tert-butyl)pyrimidin-5-yl)-4-chloro-1-oxo-2-phenyl-1,2-dihydroisoquinolin-3-yl)ethyl)amino)pyrido[2,3-d]pyrimidin-5(8H)-one